8-((2S,5R)-4-((4-fluorophenyl)(2-(trifluoromethyl)thiazol-4-yl)methyl)-2,5-dimethylpiperazin-1-yl)-5-methyl-6-oxo-5,6-dihydro-1,5-naphthyridine-2-carbonitrile FC1=CC=C(C=C1)C(N1C[C@@H](N(C[C@H]1C)C1=CC(N(C=2C=CC(=NC12)C#N)C)=O)C)C=1N=C(SC1)C(F)(F)F